N1=CN=CC(=C1)C(C(=O)C1=CC(=CC=C1)Br)=O 1-(5-pyrimidyl)-2-(3-bromophenyl)-1,2-ethanedione